FC(C(=O)O)(F)F.CN1N=C(C2=CC=C(C=C12)C1CCN(CC1)CC1CCNCC1)N1C(NC(CC1)=O)=O 1-(1-methyl-6-(1-(piperidin-4-ylmethyl)piperidin-4-yl)-1H-indazol-3-yl)dihydropyrimidine-2,4(1H,3H)-dione trifluoroacetate